ethyl (S)-3-ethoxy-2-hydroxypropanoate C(C)OC[C@@H](C(=O)OCC)O